(S)-2-amino-2-(4-(methylsulfonyl)phenyl)ethanol N[C@H](CO)C1=CC=C(C=C1)S(=O)(=O)C